1,1,1-trifluoro-4-(2-furyl)-2,4-butandiol FC(C(CC(O)C=1OC=CC1)O)(F)F